rac-(2s,3s,4s,5r)-3-(3,4-difluoro-2-methoxy-phenyl)-4-methyl-5-(trifluoromethyl)tetrahydrofuran-2-carboxylic acid ethyl ester C(C)OC(=O)[C@H]1O[C@H]([C@H]([C@H]1C1=C(C(=C(C=C1)F)F)OC)C)C(F)(F)F |r|